1-(4-(6-chloro-8-fluoro-7-(3-hydroxy-5-vinylphenyl)quinazolin-4-yl)piperazin-1-yl)prop-2-en-1-one ClC=1C=C2C(=NC=NC2=C(C1C1=CC(=CC(=C1)C=C)O)F)N1CCN(CC1)C(C=C)=O